[H-].[Na+].S1C(=NC=C1)N1N=C(C=C1)CC(=O)OCC ethyl 2-[1-(1,3-thiazol-2-yl)-1H-pyrazol-3-yl]acetate Sodium hydride